C(C)OC(CCC(=O)C1=NC(=CC(=C1O)C#N)C1=CC=C(C=C1)OC)=O 4-[4-Cyano-3-hydroxy-6-(4-methoxy-phenyl)-pyridin-2-yl]-4-oxo-butyric acid ethyl ester